OC1=C(CNCCC2=C(C=C(C(=C2)OC)Cl)OC)C=CC=C1 N-(2-hydroxybenzyl)-2,5-dimethoxy-4-chloro-phenethyl-amine